C(C)N1N=C(C=C1)C=1C=C(C=C(C1)C=1C=NN(C1)C)[C@@H](C)NC(C1=C(C=CC(=C1)N1CC2CN(CC2C1)C)C)=O N-((R)-1-(3-(1-ethyl-1H-pyrazol-3-yl)-5-(1-methyl-1H-pyrazol-4-yl)phenyl)ethyl)-2-methyl-5-(5-methylhexahydropyrrolo[3,4-c]pyrrol-2(1H)-yl)benzamide